benzyl (1S,4S,5R)-5-([5-cyclopropyl-3-[2-(trifluoromethyl) phenyl]-1,2-oxazol-4-yl] methoxy)-2-azabicyclo[2.2.1]heptane-2-carboxylate C1(CC1)C1=C(C(=NO1)C1=C(C=CC=C1)C(F)(F)F)CO[C@H]1[C@@H]2CN([C@H](C1)C2)C(=O)OCC2=CC=CC=C2